F[P-](F)(F)(F)(F)F.N1(N=NC2=C1N=CC=C2)OC(=[N+](C)C)N(C)C (1H-7-Azabenzotriazole-1-yl)-1,1,3,3-tetramethyl-uronium hexafluorophosphate